C1(CCC(N1N1C(C=CC=C1)SSC(CC(=O)[O-])C)=O)=O N-succinimidyl-3-(2-pyridyldithio)-butyrate